COCCNCC(=O)OCCNCC(=O)OCCOCCOCCOCCOC(CCCCCCCCCCCC)C(COCCCCCCCC\C=C/CCCCCCCC)OCCCCCCCC\C=C/CCCCCCCC 2-[[2-[2-[2-[2-[2-[1-[1,2-bis[(Z)-octadec-9-enoxy]ethyl]tridecoxy]ethoxy]ethoxy]ethoxy]ethoxy]-2-oxo-ethyl]amino]ethyl 2-(2-methoxyethylamino)acetate